FC(C=1N=CC(=NC1)N1CC2COCC(C1)N2C(=O)OC2CC1(CN(C1)CC1=CC=CC=C1)C2)(F)F 2-benzyl-2-azaspiro[3.3]heptan-6-yl 7-[5-(trifluoromethyl)pyrazin-2-yl]-3-oxa-7,9-diazabicyclo[3.3.1]nonane-9-carboxylate